C1OCC12CC(C2)NCCNC(OC(C)(C)C)=O tert-butyl (2-((2-oxaspiro[3.3]heptan-6-yl)amino)ethyl)carbamate